(E)-9-(2-ethoxyvinyl)-4-oxo-4,5-dihydropyrrolo[1,2-a]quinoxaline-7-carboxylic acid methyl ester COC(=O)C=1C=C2NC(C=3N(C2=C(C1)\C=C\OCC)C=CC3)=O